bis(tert-butyl)-5-(5-(6-bromo-3-((tert-butoxycarbonyl) amino) pyrazin-2-yl) isoxazol-3-yl)-1H-benzo[d][1,2,3]triazol-1-carboxylate C(C)(C)(C)C=1C(=C(C2=C(N(N=N2)C(=O)[O-])C1)C(C)(C)C)C1=NOC(=C1)C1=NC(=CN=C1NC(=O)OC(C)(C)C)Br